C1(CCCCC1)N1C[C@H](C[C@H](C1)C(=O)N1CCOCC1)S(=O)(=O)C=1C=C(C(=O)OC)C=CC1 cis-Methyl 3-((1-cyclohexyl-5-(morpholine-4-carbonyl)piperidin-3-yl)sulfonyl)benzoate